N1(C=NC=C1)C1=NC2=C(C=CC=C2C(=N1)C(N[C@@H]1CC[C@H](CC1)OC)=O)NC(OC(C)(C)C)=O tert-butyl N-[2-(imidazol-1-yl)-4-{[(trans)-4-methoxycyclohexyl]carbamoyl} quinazolin-8-yl]carbamate